3-bromo-6-(bromomethyl)-2-fluorobenzoic acid ethyl ester C(C)OC(C1=C(C(=CC=C1CBr)Br)F)=O